phenanthr-3(2H)-one C=1CC(C=C2C3=CC=CC=C3C=CC12)=O